1-(tetrahydro-2H-pyran-4-yl)pyrrolidin O1CCC(CC1)N1CCCC1